CCCCCCCCCC(=O)N[C@H](C(=O)O)O The molecule is an N-acyl-(2S)-hydroxyglycine resulting from the formal condensation of decanoic acid (capric acid) with the amino group of (2S)-hydroxyglycine. It derives from a decanoic acid. It is a conjugate acid of a N-decanoyl-(2S)-hydroxyglycinate.